NC=1C(=NON1)N1N=NC(=C1C1=CC=CC=C1)C(=O)O 1-(4-amino-1,2,5-oxadiazol-3-yl)-5-phenyl-1,2,3-triazole-4-carboxylic acid